3-aminodibenzo[b,d]furan NC=1C=CC2=C(OC3=C2C=CC=C3)C1